NCCCCN1C(C=2C(C(=O)N1CC)=CC=CC2)=O aminobutyl-ethyl-phthalhydrazide